FO hypofluorous acid